tert-butyl N-[3-(allyloxycarbonylamino)propyl]-N-[(2R)-3-(tert-butoxycarbonylamino)-2-hydroxy-propyl]carbamate C(C=C)OC(=O)NCCCN(C(OC(C)(C)C)=O)C[C@@H](CNC(=O)OC(C)(C)C)O